tert-butyl (S)-2-(5-aminopyridin-2-yl)pyrrolidine-1-carboxylate NC=1C=CC(=NC1)[C@H]1N(CCC1)C(=O)OC(C)(C)C